tert-butyl 5-(5-methyl-1,3,4-thiadiazol-2-yl)-3,6-dihydropyridine-1(2H)-carboxylate CC1=NN=C(S1)C1=CCCN(C1)C(=O)OC(C)(C)C